2-{5-bromo-2-[2-(2-morpholin-4-yl-2-oxo-ethyl)-1,2,3,4-tetrahydro-isoquinolin-7-ylamino]-pyrimidin-4-ylamino}-N-methyl-benzamide BrC=1C(=NC(=NC1)NC1=CC=C2CCN(CC2=C1)CC(=O)N1CCOCC1)NC1=C(C(=O)NC)C=CC=C1